(3aR,4R,6aR)-4-{4-aminopyrrolo[2,1-f][1,2,4]triazin-7-yl}-6-{[(tert-butyldimethylsilyl)oxy]methyl}-2,2-dimethyl-dihydro-3aH-furo[3,4-d][1,3]dioxole-4-carbonitrile NC1=NC=NN2C1=CC=C2[C@@]2(OC([C@H]1OC(O[C@H]12)(C)C)CO[Si](C)(C)C(C)(C)C)C#N